2,6-di-t-butylaniline C(C)(C)(C)C1=C(N)C(=CC=C1)C(C)(C)C